N-methoxy-N,2,2-trimethyl-butanamide CON(C(C(CC)(C)C)=O)C